N,N-bis(methyl-d3)pyrrolidin-3-amine hydrochloride Cl.C(N(C1CNCC1)C([2H])([2H])[2H])([2H])([2H])[2H]